(5-chloropentyl)trimethoxysilane ClCCCCC[Si](OC)(OC)OC